1-butyl-2,3-dimethyl-imidazole bis(trifluoromethanesulfonyl)imide salt [N-](S(=O)(=O)C(F)(F)F)S(=O)(=O)C(F)(F)F.C(CCC)N1C(N(C=C1)C)C